5-bromo-2-chloro-N-cyclopropyl-N-(2-(oxetan-3-yl)ethyl)nicotinamide BrC=1C=NC(=C(C(=O)N(CCC2COC2)C2CC2)C1)Cl